C(C)(C)NC(O[C@H]1C[C@H](CC1)C=1NN=C(C1)NC(CC=1C=NN(C1)C1=C(C(=CC(=C1)OC)O)C=O)=O)=O (1R,3S)-3-(5-{2-[1-(2-formyl-3-hydroxy-5-methoxyphenyl)pyrazol-4-yl]acetamido}-2H-pyrazol-3-yl)cyclopentyl N-isopropylcarbamate